O1C(=CC=C1)CNCCCN1CCN(CC1)C Furan-2-ylmethyl-[3-(4-methyl-piperazin-1-yl)-propyl]-amine